6-Fluoro-3-((1-methyl-1H-1,2,4-triazol-5-yl)methylene)-4-nitroisobenzofuran-1(3H)-one FC1=CC(=C2C(OC(C2=C1)=O)=CC1=NC=NN1C)[N+](=O)[O-]